[Hf].CC1=C(C(=C(C1(C1(C=CC=2C1=C1CCCCC1=CC2)CC)C)C)C)C pentamethylcyclopentadienyl-(1-ethyl-6,7,8,9-tetrahydro-1H-cyclopenta[a]naphthalene) hafnium